2,3-dihydro-benzofuran-5-carboxylic acid [2-((S)-3-hydroxy-pyrrolidin-1-yl)-benzoxazol-5-yl]-amide O[C@@H]1CN(CC1)C=1OC2=C(N1)C=C(C=C2)NC(=O)C=2C=CC1=C(CCO1)C2